N1C=CC=2C=NC=CC21 pyrrolo(3,2-c)pyridine